C12(CC3CC(CC(C1)C3)C2)NCCCCCCC#CC=2C=C3C(N(C(=NC3=CC2)C)C2C(NC(CC2)=O)=O)=O 3-(6-(8-(((3s,5s,7s)-adamantan-1-yl)amino)oct-1-yn-1-yl)-2-methyl-4-oxoquinazolin-3(4H)-yl)piperidine-2,6-dione